C(C)(C)(C)[Si](Cl)(C)C tertiary butyldimethylchlorosilane